FC(C(=O)N[C@H]1[C@H](OC)O[C@@H]([C@@H]([C@@H]1O)O)CO)(F)F Methyl 2-deoxy-2-trifluoroacetamido-β-D-galactopyranoside